CS(=O)(=O)NC=1C(=NC=CC1)NC(OC(C)(C)C)=O tert-Butyl (3-(methylsulfonamido)pyridin-2-yl)carbamate